C(CC)NC1=NC=NC=C1C=O 4-(propylamino)pyrimidine-5-carbaldehyde